1-(4-amino-7-(3-(aminomethyl)benzyl)-2-butyl-1H-imidazo[4,5-c]quinolin-1-yl)-2-methylpropan-2-ol NC1=NC=2C=C(C=CC2C2=C1N=C(N2CC(C)(O)C)CCCC)CC2=CC(=CC=C2)CN